C(C1CO1)OCCOC1=CC=C(C=C1)C1(CC(C2=CC=CC=C12)C1=CC=CC=C1)C1=CC=C(C=C1)OCCOCC1CO1 1,1-bis[4-(2-glycidoxyethoxy)phenyl]-3-phenylindane